CC1=C(C=NN1C1CCN(CC1)C(=O)OC(C)(C)C)B1OC(C(O1)(C)C)(C)C tert-butyl 4-[5-methyl-4-(4,4,5,5-tetramethyl-1,3,2-dioxaborolan-2-yl)pyrazol-1-yl]piperidine-1-carboxylate